3-(trifluoromethyl)-2-benzofuran-1(3H)-one FC(C1OC(C2=C1C=CC=C2)=O)(F)F